BrC\C=C\CBr Trans-1,4-dibromo-2-butene